1-(((S)-7-((R)-2-(2,5-Difluorophenyl)piperazine-1-carbonyl)-10-hydroxy-7-azaspiro[4.5]decan-10-yl)methyl)-4-phenylpyridin-2(1H)-one FC1=C(C=C(C=C1)F)[C@H]1N(CCNC1)C(=O)N1CC2(CCCC2)[C@](CC1)(O)CN1C(C=C(C=C1)C1=CC=CC=C1)=O